The molecule is a docosanoid that is (9E,11E,13Z,15E,19Z)-docosapentaenoic acid carrying an epoxy group across positions 7 and 8 as well as a hydroxy substituent at position 17. An intermediate of specialised proresolving mediators. It has a role as a human xenobiotic metabolite. It is an epoxy fatty acid, a docosanoid, a long-chain fatty acid and a hydroxy polyunsaturated fatty acid. It is a conjugate acid of a 7,8-epoxy,17-hydroxy-(9E,11E,13Z,15E,19Z)-docosapentaenoate. CC/C=C\\CC(/C=C/C=C\\C=C\\C=C\\C1C(O1)CCCCCC(=O)O)O